2-bromo-N-(4-methoxyphenyl)butanamide CCC(C(=O)NC1=CC=C(C=C1)OC)Br